BrC1=C(C=C(C(=C1I)Br)F)F 2,4-dibromo-1,5-difluoro-3-iodobenzene